N1(CCC1)C(=O)C=1N=C2N(C=CC(=C2)C2=NOC(=N2)C(F)(F)F)C1 azetidin-1-yl(7-(5-(trifluoromethyl)-1,2,4-oxadiazol-3-yl)imidazo[1,2-a]pyridin-2-yl)methanone